B12OC3=C(C=CC=C3)OB(OC3=C(C=CC=C3)O1)OC1=C(C=CC=C1)O2 tris-o-phenylene bisborate